C1=CC=CC=2C3=CC=CC=C3C(C12)COC(=O)N[C@@H](CC(=O)OC(C)(C)C)C(=O)NC=1SC=C(C1C(C1=CC=C(C=C1)Cl)=O)C Tert-butyl (S)-3-((((9H-fluoren-9-yl)methoxy)carbonyl)amino)-4-((3-(4-chlorobenzoyl)-4-methylthiophen-2-yl)amino)-4-oxobutanoate